FC1=C(C(=O)N2C=CC=3C2=CN=CC3C3=CC=C(C#N)C=C3)C(=C(C(=C1F)F)F)F 4-[1-(perfluorobenzoyl)-1H-pyrrolo[2,3-c]pyridin-4-yl]benzonitrile